1H-pyrrole-3-carboxylic acid [2-[5-(3-fluoro-benzyl)-1H-indazol-3-ylcarbamoyl]-5-(4-methyl-piperazin-1-yl)-phenyl]-amide FC=1C=C(CC=2C=C3C(=NNC3=CC2)NC(=O)C2=C(C=C(C=C2)N2CCN(CC2)C)NC(=O)C2=CNC=C2)C=CC1